N1C=CNC2=C1C(C1=NC3=CC=CC=C3N=C12)=O 1,4-dihydro-11H-pyrazino[2',3':3,4]cyclopenta[1,2-b]quinoxaline-11-one